N=1C=C(N2C1CCCCC2)S(=O)(=O)C2=CC=C(C=C2)CNC(=O)C2=CC=1C(=CN=CC1)O2 N-[(4-{5H,6H,7H,8H,9H-imidazo[1,2-a]azepine-3-sulfonyl}phenyl)methyl]furo[2,3-c]pyridine-2-carboxamide